C1(CCCC1)[C@@H]1[C@@H](C=2C=CC(=CC2CC1)O)C1=CC(=C(C=C1)N1CCC(CC1)C(OC)OC)F (5R,6R)-6-Cyclopentyl-5-(4-(4-(dimethoxymethyl)piperidin-1-yl)-3-fluorophenyl)-5,6,7,8-Tetrahydronaphthalene-2-ol